ClC1=CC(=C(C=C1)O)C=NC1=CC=C(C=C1)CN(CC)CC 4-chloro-2-((4-((diethyl-amino)methyl)phenyl-imino)methyl)phenol